C(C)(C)(C)OC(C(=O)OC(C)(C)C)=O.C(C1CO1)C(C(C)(C1=CC=C(C=C1)O)C1=CC=C(C=C1)O)CC1CO1 diglycidyl-2,2-bis(4-hydroxyphenyl)propane ditertbutyloxalate